N~2~,N~4~-dimethylpyrimidine-2,4-diamine CNC1=NC=CC(=N1)NC